N-((1r,4r)-4-(5-(5-chlorobenzofuran-2-yl)-4H-1,2,4-triazol-3-yl)cyclohexyl)-2-(4-chlorophenoxy)acetamide ClC=1C=CC2=C(C=C(O2)C=2NC(=NN2)C2CCC(CC2)NC(COC2=CC=C(C=C2)Cl)=O)C1